6-ethynylspiro[3.3]heptane-2-carboxylic acid methyl ester COC(=O)C1CC2(C1)CC(C2)C#C